ClC1=C(C=CC(=C1F)F)C1C(=C(NC(=N1)C=1SC=CN1)C1CCC(CC1)CC=1OC=C(N1)C(=O)OC)C(=O)OCC methyl 2-((4-(6-(2-chloro-3,4-difluorophenyl)-5-(ethoxycarbonyl)-2-(thiazol-2-yl)-3,6-dihydropyrimidin-4-yl)cyclohexyl)methyl)oxazole-4-carboxylate